(R)-N-((R)-2-amino-1-(3-bromo-5-chlorophenyl)ethyl)-2-methyl-propane-2-sulfinamide NC[C@@H](C1=CC(=CC(=C1)Cl)Br)N[S@](=O)C(C)(C)C